4-(2,6-Dimethoxy-4-pentylphenyl)-1-ethylindolin-2-one COC1=C(C(=CC(=C1)CCCCC)OC)C1=C2CC(N(C2=CC=C1)CC)=O